Cl.Cl.FC=1C=NC=CC1N1[C@@H](CNCC1)C (R)-1-(3-fluoropyridin-4-yl)-2-methylpiperazine dihydrochloride